1-((1-butyl-1H-tetrazol-5-yl)(4-methoxyphenyl)methyl)-4-(3,5-dichloropyridin-4-yl)piperazine C(CCC)N1N=NN=C1C(N1CCN(CC1)C1=C(C=NC=C1Cl)Cl)C1=CC=C(C=C1)OC